1-(2,3-dihydro-[1,4]dioxino[2,3-b]pyridin-6-yl)ethan-1-one methyl-(2S)-2-[2-(tert-butoxycarbonylamino)ethylamino]-4-phenyl-butanoate COC([C@H](CCC1=CC=CC=C1)NCCNC(=O)OC(C)(C)C)=O.O1CCOC2=NC(=CC=C21)C(C)=O